N-(4-(cis-bicyclo[3.1.0]hex-3-yloxy)-3-fluorophenyl)-2-(3-azabicyclo[3.2.0]heptane-3-yl)-5-ethyl-oxazole-4-carboxamide C12CC(CC2C1)OC1=C(C=C(C=C1)NC(=O)C=1N=C(OC1CC)N1CC2CCC2C1)F